C(C)(C)(C)N(C(O)=O)C[C@@H](CC(=O)NCC1=NC(=NO1)C1=CC=C(C=C1)CCCCCCCCCC)O.OCCOC1=C(C=CC=C1)C(CC1=CC=C(C=C1)CC(C)C1=C(C=CC=C1)OCCO)C 1,4-bis[2-{(2-hydroxyethoxy)phenyl}propyl]benzene tert-butyl-(R)-(4-(((3-(4-decylphenyl)-1,2,4-oxadiazol-5-yl)methyl)amino)-2-hydroxy-4-oxobutyl)carbamate